N1=C(C=CC=C1)C1=NNC=C1C1=CC=NC=C1 4-(3-pyridin-2-yl-1H-pyrazol-4-yl)-pyridin